ClC1=C2C(=NC=C1OC1=CC(=NC=C1)NC(C)=O)N=C(N2C)NC2=CC(=C(C=C2)[C@@H]2N(CCC2)C)C(F)(F)F (R)-N-(4-((7-chloro-1-methyl-2-((4-(1-methylpyrrolidin-2-yl)-3-(trifluoromethyl)phenyl)amino)-1H-imidazo[4,5-b]pyridin-6-yl)oxy)pyridin-2-yl)acetamide